1,2-dihydronaphthalene-2,3-dicarboxamide C1C(C(=CC2=CC=CC=C12)C(=O)N)C(=O)N